C1(=CC=CC=2C3=CC=CC=C3CC12)COC(=O)NCCOCCOCC(=O)O [2-[2-(Fluorenylmethoxycarbonylamino)ethoxy]ethoxy]acetic acid